C(C)(C)(C)C=1C=C(C=CC1)C1CC2(C1)CCN(CC2)C(=O)C2CC(C2)(C)O (2-(3-(tert-Butyl)phenyl)-7-azaspiro[3.5]nonan-7-yl)((1s,3s)-3-hydroxy-3-methylcyclobutyl)methanon